FC1=C(OC2=CC=3N(C=C2C=2C4=C(C(N(C2)C)=O)NC=C4)C(=NC3)S(=O)(=O)C)C=CC(=C1)F 4-(7-(2,4-difluorophenoxy)-3-(methylsulfonyl)imidazo[1,5-a]pyridin-6-yl)-6-methyl-1,6-dihydro-7H-pyrrolo[2,3-c]pyridin-7-one